4-(cyanomethyl)-N-[4-(3-cyanophenyl)-5-(4-methylquinazolin-6-yl)thiazol-2-yl]piperazine-1-carboxamide C(#N)CN1CCN(CC1)C(=O)NC=1SC(=C(N1)C1=CC(=CC=C1)C#N)C=1C=C2C(=NC=NC2=CC1)C